CC(CCN[C@@H](COC1=NC(=NC(=C1)C1=C(C=CC=C1C)C)NS(=O)(=O)C=1C=C(C(=O)O)C=CC1)CC(C)(C)C)(C)C 3-[[4-[(2R)-2-(3,3-Dimethylbutylamino)-4,4-dimethyl-pentoxy]-6-(2,6-dimethylphenyl)pyrimidin-2-yl]sulfamoyl]benzoic acid